4'-(4-pentyl-cyclohexyl)-biphenyl-4-carbonitrile C(CCCC)C1CCC(CC1)C1=CC=C(C=C1)C1=CC=C(C=C1)C#N